ClC1=C(C=C2C=NN(C2=C1)COCC[Si](C)(C)C)C[C@@H](CNC(=O)[C@H]1[C@](C1)(C1=CC=CC=C1)C)N(C)C (1R,2S)-N-((S)-3-(6-chloro-1-((2-(trimethylsilyl)ethoxy)methyl)-1H-indazol-5-yl)-2-(dimethylamino)propyl)-2-methyl-2-phenylcyclopropane-1-carboxamide